2,6-dicyano-4-nitroaniline C(#N)C1=C(N)C(=CC(=C1)[N+](=O)[O-])C#N